C(Cl)(Cl)(Cl)Cl.C(CCCCCCCCCCCCCCCCC)(=O)[O-].C(CCCCCCCCCCCCCCCCC)(=O)[O-].C(CCCCCCCCCCCCCCCCC)(=O)[O-].C(C)(C)[Ti+3] isopropyl-titanium tristearate carbon tetrachloride